N-(2-aminophenyl)-N-methylmethanesulfonamide NC1=C(C=CC=C1)N(S(=O)(=O)C)C